CC1=C(C(=O)NCC(=O)OC)C=C(N=C1C=1C=C(C=CC1)C)C Methyl (3,6-dimethyl-2-(m-tolyl)isonicotinoyl)glycinate